pyrano[3,4-d]pyrimidine N1=CN=CC=2C1=COCC2